Heptadecan-9-yl (Z)-8-((3-(2-cyano-3,3-dimethylguanidino)propyl)(8-(nonyloxy)-8-oxooctyl)amino)octanoate C(#N)\N=C(\NCCCN(CCCCCCCC(=O)OC(CCCCCCCC)CCCCCCCC)CCCCCCCC(=O)OCCCCCCCCC)/N(C)C